C12CN(CC(CC1)N2)C=2C=1N(N=CC2)C=C(C1)C1=C(C(=NC=C1)OC)F 4-(3,8-diazabicyclo[3.2.1]oct-3-yl)-6-(3-fluoro-2-methoxypyridin-4-yl)pyrrolo[1,2-b]pyridazine